C(C)S(=O)(=O)N[C@@H]1[C@@H](N(CC1(F)F)C(=O)N(C)C)CC=1C(=C(C=CC1)C1=CC=CC=C1)F (2S,3R)-3-[(ethanesulfonyl)amino]-4,4-difluoro-2-[(2-fluoro[1,1'-biphenyl]-3-yl)methyl]-N,N-dimethylpyrrolidine-1-carboxamide